(S)-1-(4-Chloro-2-(1H-tetrazol-5-yl)phenyl)pentan-1-ol ClC1=CC(=C(C=C1)[C@H](CCCC)O)C1=NN=NN1